bis-cinnamylidenehexamethylenediamine C(C=CC1=CC=CC=C1)=NCCCCCCN=CC=CC1=CC=CC=C1